BrC1=CC=C([C@H](N)C(=O)O)C=C1 (S)-p-bromophenylglycine